[Cl-].CC(C)(OC(=O)NCCC(OC(=O)OC[N+]1=C(N(C=C1)CC1CCC=2N(C3=CC=CC=C3C2C1=O)C)C)(C)C)C 3-[[[[3-[[(1,1-dimethylethoxy)carbonyl]amino]-1,1-dimethylpropoxy]carbonyl]oxy]methyl]-2-methyl-1-[(2,3,4,9-tetrahydro-9-methyl-4-oxo-1H-carbazol-3-yl)methyl]-1H-imidazolium chloride